FC1=C(C=C2C(=NN(C2=C1)C)C=1C=NN(C1)C)C=1N=C(N2C1CN(CC2)C(C)=O)C2COCC2 1-(1-(6-fluoro-1-methyl-3-(1-methyl-1H-pyrazol-4-yl)-1H-indazol-5-yl)-3-(tetrahydrofuran-3-yl)-5,6-dihydroimidazo[1,5-a]pyrazin-7(8H)-yl)ethan-1-one